O1CCN(CC1)C=1C=C(C=2N(C1)N=CN2)OC2CCC(CC2)NC(OC(C)(C)C)=O tert-butyl ((1s,4s)-4-((6-morpholino-[1,2,4]triazolo[1,5-a]pyridin-8-yl)oxy)cyclohexyl)carbamate